The molecule is a synthetic dihydroxyflavone that is 5,7-dihydroxyflavone which is substituted by a 3-hydroxy-1-methylpiperidin-4-yl group at position 8 and by a chlorine at the 2' position (the (-)-3S,4R stereoisomer). A cyclin-dependent kinase 9 (CDK9) inhibitor, it has been studied for the treatment of acute myeloid leukaemia, arthritis and atherosclerotic plaque formation. It has a role as an antineoplastic agent, an EC 2.7.11.22 (cyclin-dependent kinase) inhibitor, an antirheumatic drug and an apoptosis inducer. It is a dihydroxyflavone, a hydroxypiperidine, a member of monochlorobenzenes and a tertiary amino compound. It is a conjugate base of an alvocidib(1+). CN1CC[C@@H]([C@@H](C1)O)C2=C(C=C(C3=C2OC(=CC3=O)C4=CC=CC=C4Cl)O)O